Methyl 2-([1-((3-chlorophenyl)methyl)5-phenyl-1H-pyrazol-3-yl]methoxy)-2-methylpropanoate ClC=1C=C(C=CC1)CN1N=C(C=C1C1=CC=CC=C1)COC(C(=O)OC)(C)C